ClCC(=O)NC1=C(C=CC(=C1)C)COCC(F)F 2-chloro-N-(2-((2,2-difluoroethoxy)methyl)-5-methylphenyl)acetamide